FC(C(=O)O)(F)F.C(C)OC(=O)C=1N(C2=CC(=CC=C2C1)Cl)CCN 1-(2-aminoethyl)-6-chloro-1H-indole-2-carboxylic acid ethyl ester trifluoroacetate